trans-8-((2-Oxa-7-azaspiro[3.5]nonan-7-yl)methyl)-3-(cyclobutylamino)-5-(4-hydroxycyclohexyl)pyrimido[4,5-c]isoquinolin-6(5H)-one C1OCC12CCN(CC2)CC=2C=CC=1C3=C(N(C(C1C2)=O)[C@@H]2CC[C@H](CC2)O)N=C(N=C3)NC3CCC3